CC=1C=C2CCN(CC2=CC1N(C(C=C)=O)C)C(=O)OC(C)(C)C tert-Butyl 6-methyl-7-(N-methylacrylamido)-3,4-dihydroisoquinoline-2(1H)-carboxylate